2-(4-(aminomethyl)-3-(difluoromethyl)phenyl)-N-(3-(piperidin-1-yl)propyl)benzo[d]imidazo[2,1-b]thiazole-7-carboxamide hemi-formate C(=O)O.NCC1=C(C=C(C=C1)C=1N=C2SC3=C(N2C1)C=CC(=C3)C(=O)NCCCN3CCCCC3)C(F)F.NCC3=C(C=C(C=C3)C=3N=C1SC2=C(N1C3)C=CC(=C2)C(=O)NCCCN2CCCCC2)C(F)F